4-[2-[1-cyclopropyl-2-[2-(4-piperidyloxy)ethoxy]ethoxy]-5-ethylsulfonyl-phenyl]-6-methyl-1H-pyrrolo[2,3-c]pyridin-7-one C1(CC1)C(COCCOC1CCNCC1)OC1=C(C=C(C=C1)S(=O)(=O)CC)C=1C2=C(C(N(C1)C)=O)NC=C2